1-[3,3-dimethylcyclohexyl]ethyl [3-ethyl-2-oxiranyl]acetate C(C)C1C(O1)CC(=O)OC(C)C1CC(CCC1)(C)C